3-[[2-(1,1-Difluoroethyl)-5-[3-(difluoromethyl)-4-fluoro-phenyl]-3-pyridyl]methyl]-1,3-oxazinan-2-one FC(C)(F)C1=NC=C(C=C1CN1C(OCCC1)=O)C1=CC(=C(C=C1)F)C(F)F